C(C)O[Si]1(NCCC1)C 2-ethoxy-2-methyl-1-aza-2-silacyclopentane